N-(3-(2-cyanopropan-2-yl)-5-((4-methylpiperazin-1-yl)methyl)phenyl)-2-fluoro-4-methyl-5-((8-((1-methyl-1H-pyrazol-4-yl)amino)imidazo[1,2-a]pyridin-3-yl)ethynyl)benzamide C(#N)C(C)(C)C=1C=C(C=C(C1)CN1CCN(CC1)C)NC(C1=C(C=C(C(=C1)C#CC1=CN=C2N1C=CC=C2NC=2C=NN(C2)C)C)F)=O